C(C)(C)C1=CC(=NN1)NC1=CN=C2C(=N1)N(N=C2)C[C@H]2COCCC2 (S)-N-(5-isopropyl-1H-pyrazol-3-yl)-1-((tetrahydro-2H-pyran-3-yl)methyl)-1H-pyrazolo[3,4-b]pyrazin-6-amine